1-(4-(trifluoromethyl)phenyl)-1-pentanol FC(C1=CC=C(C=C1)C(CCCC)O)(F)F